O-Ethyl-L-serine C(C)OC[C@H](N)C(=O)O